NC1=NC=NN2C1=CC=C2[C@]2([C@@H]([C@@H]([C@H](O2)CN[C@H](CC2=CC=CC=C2)C(=O)O)O)O)C#N.FC2=C(C=C(NC1=C(C=CC=C1)[N+](=O)[O-])C=C2)OC 4-fluoro-3-methoxy-N-(2-nitrophenyl)aniline ((2R,3S,4R,5R)-5-(4-aminopyrrolo[2,1-f][1,2,4]triazin-7-yl)-5-cyano-3,4-dihydroxytetrahydrofuran-2-yl)methyl-D-phenylalaninate